ClC=1C(N(C(=CC1OCC1=NC=C(C=C1F)F)C)C1=CC(=NC=C1C)C1=NC(=NC=C1C1CC1)C(C)(C)O)=O rel-3-chloro-2'-(5-cyclopropyl-2-(2-hydroxypropan-2-yl)pyrimidin-4-yl)-4-((3,5-difluoropyridin-2-yl)methoxy)-5',6-dimethyl-2H-[1,4'-bipyridin]-2-one